OCC1=NC=C(C=C1F)F 2-hydroxymethyl-3,5-difluoro-pyridine